C(CCCCCCC)S n-octaneThiol